(S)-1,2,3,4-tetrahydroisoquinoline C1NCCC2=CC=CC=C12